3-bromo-4-(2-hydroxypropan-2-yl)benzoic acid BrC=1C=C(C(=O)O)C=CC1C(C)(C)O